OC=1C=C2CC[C@H]3[C@@H]4[C@@H](CC([C@@]4(C)CC[C@@H]3C2=CC1)=O)O 3,15beta-dihydroxyestra-1(10),2,4-trien-17-one